C1(CC1)N(C1=C(C=C(C=C1)F)OC)[C@H]1CC[C@H](CC1)NC(OC(C)(C)C)=O cis-tert-butyl N-[4-(N-cyclopropyl-4-fluoro-2-methoxy-anilino)cyclohexyl]carbamate